FC1=CC=C(C(=O)NC(C)C2=NC=C(C=C2)C(=O)[N+]2=CC=CC=3NCCCC23)C=C1 2-(1-(4-Fluorobenzamido)ethyl)-5-picolinoyl-5,6,7,8-tetrahydro-1,5-naphthyridin-1-ium